CC=1C=C(C=C(C1)C)S(=O)(=O)C=CC#N 3-(3,5-dimethylphenyl)sulphonyl-2-propenenitrile